NCCCOCCOCCOCCCN 3-{2-[2-(3-Amino-propoxy)-ethoxy]-ethoxy}-propylamine